1-((1H-1,2,4-triazol-1-yl)methyl)-5-(4-chlorobenzyl)-2-(chloromethyl)-2-methylcyclopentane-1-ol N1(N=CN=C1)CC1(C(CCC1CC1=CC=C(C=C1)Cl)(C)CCl)O